FC=1C=C(C=CC1F)N1C(OCC[C@H]1C1=NC2=C(N1[C@@H]1COCC1)C=CC(=C2)C=2C(=NOC2C)C)=O (S)-3-(3,4-difluorophenyl)-4-(5-(3,5-dimethylisoxazol-4-yl)-1-((S)-tetrahydrofuran-3-yl)-1H-benzo[d]imidazol-2-yl)-1,3-oxazinane-2-one